2-fluoro-1-(isocyanatomethyl)-4-(propan-2-yloxy)benzene FC1=C(C=CC(=C1)OC(C)C)CN=C=O